O=C1NC(CCC1N1C(C2=CC=CC(=C2C1)NC(C(=O)NCCCCCCC(=O)O)C)=O)=O 7-[2-[[2-(2,6-dioxo-3-piperidyl)-1-oxo-isoindolin-4-yl]amino]propanoylamino]heptanoic acid